(7-(3-cyclopropyl-4-methoxyphenyl)-2-azaspiro[3.5]non-2-yl)((1s,3s)-3-hydroxy-3-methylcyclobutyl)methanone C1(CC1)C=1C=C(C=CC1OC)C1CCC2(CN(C2)C(=O)C2CC(C2)(C)O)CC1